C(C)(C)(C)OC(C(C)(C)N)=O tert-Butyl-2-aminoisobutyrat